(R)-4-(5-cyclopropyl-3-(methoxymethoxy)pyridin-2-yl)-N-(1-methylpiperidin-3-yl)phthalazin-1-amine C1(CC1)C=1C=C(C(=NC1)C1=NN=C(C2=CC=CC=C12)N[C@H]1CN(CCC1)C)OCOC